(S)-2-{[(2,3-dihydro-1,4-benzodioxin-6-yl)methyl]amino}-2,5,5-trimethylhexanoic acid O1CCOC2=C1C=CC(=C2)CN[C@](C(=O)O)(CCC(C)(C)C)C